2,5-di-tert-butyl-4-methylphenol C(C)(C)(C)C1=C(C=C(C(=C1)C)C(C)(C)C)O